CCCCCCCCCCCCCCCCCCC(=O)O[C@H](COC(=O)CCCCCCC/C=C\C/C=C\C/C=C\CC)COP(=O)(O)OC[C@@H](C(=O)O)N 1-(9Z,12Z,15Z-octadecatrienoyl)-2-nonadecanoyl-glycero-3-phosphoserine